(racemic)-4-(3-chloro-4-(9-(2-cyanobenzyl)-6-(1-methylcyclopropoxy)-9H-purin-8-yl)phenoxy)-2-methylbutanoic acid ClC=1C=C(OCC[C@H](C(=O)O)C)C=CC1C=1N(C2=NC=NC(=C2N1)OC1(CC1)C)CC1=C(C=CC=C1)C#N |r|